NC(C(CCC(=O)OC(C)(C)C)N1C(C2=CC=C(C=C2C1)C=1C=NN(C1C1=CC2=C(OC(O2)(F)F)C=C1)C)=O)=O tert-butyl 5-amino-4-(5-(5-(2,2-difluorobenzo[d][1,3]dioxol-5-yl)-1-methyl-1H-pyrazol-4-yl)-1-oxoisoindolin-2-yl)-5-oxopentanoate